ClC1=CC=C(C=C1)C1C(N(CC(N1CC1=CC=C(C=C1)Cl)=O)C(C)C)=O 3-(4-chlorophenyl)-4-[(4-chlorophenyl)methyl]-1-(propan-2-yl)piperazine-2,5-dione